C(C)(C)(C)OC(=O)N1C[C@](CC1)(C(=O)O)CCOC |r| rac-1-(tert-butoxycarbonyl)-3-(2-methoxyethyl)pyrrolidine-3-carboxylic acid